O=C1N(CC2=CC=C(C=C12)C1=CC=C(C=C1)S(=O)(=O)N1CCC(CC1)NC1=NC=C(C=C1)C(F)(F)F)CC(=O)N 2-(1-Oxo-6-(4-((4-((5-(trifluoromethyl)pyridin-2-yl)amino)piperidin-1-yl)sulfonyl)phenyl)isoindolin-2-yl)acetamide